tert-butyl (1-(2-(4-((3R,5R)-5-((6-bromo-5-oxo-5H-thiazolo[3,2-a]pyrimidin-7-yl)amino)-1-methylpiperidin-3-yl)phenoxy)acetyl)piperidin-4-yl)(methyl)carbamate BrC1=C(N=C2N(C1=O)C=CS2)N[C@@H]2C[C@@H](CN(C2)C)C2=CC=C(OCC(=O)N1CCC(CC1)N(C(OC(C)(C)C)=O)C)C=C2